BrC1=CC2=C(N=C3OCCCN32)C=C1 7-bromo-3,4-dihydro-2H-benzo[4,5]imidazo[2,1-b][1,3]oxazine